COC1=C(C=C(C=N1)CC(C(C)C)(O)C)OCCCOC 1-[6-methoxy-5-(3-methoxypropoxy)pyridin-3-yl]-2,3-dimethylbutan-2-ol